C(C)(C)(C)OC(=O)N1C[C@H](CC1)CC(F)F 3-(R)-(2,2-difluoroethyl)pyrrolidine-1-carboxylic acid tert-butyl ester